2-N-(butyryl)-D-glucosamine C(CCC)(=O)N[C@H]1C(O)O[C@@H]([C@H]([C@@H]1O)O)CO